5,5'-methylenebis(2-aminophenol) C(C=1C=CC(=C(C1)O)N)C=1C=CC(=C(C1)O)N